NC1=C(C(=CC=C1)O)C(C=CC1=CC(=C(C=C1)CCCCC)C)=O 1-(2-Amino-6-hydroxyphenyl)-3-(3-methyl-4-pentylphenyl)prop-2-en-1-one